N-(5-((4-chlorobenzyl)oxy)-1,3,4-thiadiazol-2-yl)-4-(2-(difluoromethoxy)-6-fluorophenyl)-6-methylnicotinamide ClC1=CC=C(COC2=NN=C(S2)NC(C2=CN=C(C=C2C2=C(C=CC=C2F)OC(F)F)C)=O)C=C1